C(/C1=CC=CC=C1)=C\1/C2C(N3N1C(CC3(C)C)=O)C=3C1=C(C=CC3C2)C=CC=C1 (E)-8-Benzylidene-12,12-dimethyl-7,7a,8,11,12,13a-hexahydro-10H-benzo[6,7]indeno[1,2-c]pyrazolo[1,2-a]pyrazol-10-one